bithiophene quinoline salt N1=CC=CC2=CC=CC=C12.S1C(=CC=C1)C=1SC=CC1